2-(methylthio)-7,8-dihydro-5H-thiopyrano[4,3-d]pyrimidin-4-yl trifluoromethanesulfonate FC(S(=O)(=O)OC=1C2=C(N=C(N1)SC)CCSC2)(F)F